C(C)(C)C1=C(N)C(=CC(=C1)C(F)(F)F)C 2-isopropyl-6-methyl-4-(trifluoromethyl)aniline